N1CCC(CC1)CCNC(C(=O)NCCC1=CC=NC=C1)C1=C(C=C(C(=C1)C)C)C 2-[(2-piperidine-4-ylethyl)-amino]-N-(2-pyridine-4-ylethyl)-2-(2,4,5-trimethylphenyl)acetamid